Rac-N-(7-chloro-6-(1-(3-methyloxetan-3-yl)piperidin-4-yl)isoquinolin-3-yl)-3-methylcyclobutane-1-carboxamide ClC1=C(C=C2C=C(N=CC2=C1)NC(=O)C1CC(C1)C)C1CCN(CC1)C1(COC1)C